ClC1=C(C=CC=C1Cl)C1=NNC2=NC(=CN=C21)N2CCC(CC2)(C)CN (1-(3-(2,3-dichloro-phenyl)-1H-pyrazolo[3,4-b]-pyrazin-6-yl)-4-methylpiperidin-4-yl)methanamine